methyl 2-({4-[2-(4-chloro-2-fluorophenyl)-2-methyl-1,3-benzodioxol-4-yl] piperidin-1-yl} methyl)-1-[(1-ethyl-1H-imidazol-5-yl) methyl]-1H-benzimidazole-6-carboxylate ClC1=CC(=C(C=C1)C1(OC2=C(O1)C=CC=C2C2CCN(CC2)CC2=NC1=C(N2CC2=CN=CN2CC)C=C(C=C1)C(=O)OC)C)F